OC1=C(C=CC(=C1OC)OC)CCC(=O)O 3-(2-Hydroxy-3,4-dimethoxyphenyl)propanoic acid